BrC=1C(=C(C=CC1)B1OC(C(O1)(C)C)(C)C)C 2-(3-bromo-2-methylphenyl)-4,4,5,5-tetramethyl-1,3,2-dioxaborolane